[2-chloro-4-[[3-[3-(trifluoromethyl)-1H-pyrazol-4-yl]imidazo[1,2-a]pyrazin-8-yl]amino]phenyl]-[4-[(3S,4S)-3-hydroxypiperidine-4-carbonyl]piperazin-1-yl]methanone formate C(=O)O.ClC1=C(C=CC(=C1)NC=1C=2N(C=CN1)C(=CN2)C=2C(=NNC2)C(F)(F)F)C(=O)N2CCN(CC2)C(=O)[C@@H]2[C@@H](CNCC2)O